FC1(CCC2=C1N=C(N=C2C=2C=C(C=CC2)S(=O)(=N)CC)N2[C@H]([C@@H](C2)O)C)F (3-(7,7-difluoro-2-((2S,3R)-3-hydroxy-2-methylazetidin-1-yl)-6,7-dihydro-5H-cyclopenta[d]pyrimidin-4-yl)phenyl)(ethyl)(imino)-λ6-sulfanone